O3-benzyl O8-tert-butyl 1-[1-(trideuteriomethoxy)ethyl]-3,8-diazabicyclo[3.2.1]octane-3,8-dicarboxylate [2H]C(OC(C)C12CN(CC(CC1)N2C(=O)OC(C)(C)C)C(=O)OCC2=CC=CC=C2)([2H])[2H]